5-(6-(4,4-difluoropiperidine-1-carbonyl)-3H-[1,2,3]triazolo[4,5-b]pyridin-3-yl)picolinimidohydrazide FC1(CCN(CC1)C(=O)C=1C=C2C(=NC1)N(N=N2)C=2C=CC(=NC2)C(NN)=N)F